N1=CN=CC2=C1NC=C2C=2SC=C(N2)C=2C=C(C=CC2)[C@@]2(C(N(CC2)C)=O)O (S)-3-(3-(2-(7H-Pyrrolo[2,3-d]pyrimidin-5-yl)thiazol-4-yl)phenyl)-3-hydroxy-1-methylpyrrolidin-2-one